C(CCCCCCCCCCCCCCCCC)(=O)OCCCCCCOC(CCCCCCCCCCCCCCCCC)=O hexamethylene bis-stearate